O1C(=CC=C1)C=1C=CC(=C(C1)NC1=NC=NC2=CC(=C(C=C12)OC1CC2(CN(C2)C(C=C)=O)CC1)OC)OC 1-(6-((4-((5-(furan-2-yl)-2-methoxyphenyl)amino)-7-methoxyquinazolin-6-yl)oxy)-2-azaspiro[3.4]octan-2-yl)prop-2-en-1-one